6-(((1R,2R,3S,5S)-3-(benzoyloxy)-8-methyl-8-azabicyclo[3.2.1]octane-2-carbonyl)oxy)-hexanoic acid C(C1=CC=CC=C1)(=O)O[C@@H]1[C@@H]([C@H]2CC[C@@H](C1)N2C)C(=O)OCCCCCC(=O)O